N-[2-(diethylamino)ethyl]-4-(propionylamino)benzamide C(C)N(CCNC(C1=CC=C(C=C1)NC(CC)=O)=O)CC